(4-hydroxypiperidin-1-yl)-[1,3]thiazolo[5,4-d]pyrimidin-2-yl 2'-chloro-5'-methoxy-1-methyl-6-oxo-1,6-dihydro-[3,4'-bipyridine]-4-carboxylate ClC1=NC=C(C(=C1)C1=CN(C(C=C1C(=O)OC=1SC=2N=C(N=CC2N1)N1CCC(CC1)O)=O)C)OC